(R)-1-((2-(2'-chloro-3'-(4-((1s,3s)-3-hydroxycyclobutylamino)piperidin-1-yl)-2-methylbiphenyl-3-yl)-7-cyanobenzo[d]oxazol-5-yl)methyl)pyrrolidine-3-carboxylic acid CC1=C(C=CC=C1C2=NC3=CC(=CC(=C3O2)C#N)CN4CC[C@H](C4)C(=O)O)C5=C(C(=CC=C5)N6CCC(CC6)NC7CC(C7)O)Cl